[3-D-glucopyranos-1-yl]-benzene OC1([C@H](O)[C@@H](O)[C@H](O)[C@H](O1)CO)C=1C=CC=CC1